tert-Butyl 4-(5-((6-(3,5-dichlorophenyl)-4-((4-(((methylcarbamoyl)oxy)methyl)piperidin-1-yl)methyl)pyridin-2-yl)oxy)pyridin-2-yl)piperazine-1-carboxylate ClC=1C=C(C=C(C1)Cl)C1=CC(=CC(=N1)OC=1C=CC(=NC1)N1CCN(CC1)C(=O)OC(C)(C)C)CN1CCC(CC1)COC(NC)=O